C(C)C1(NC(N(C(C1)=O)C(CC(C)OC)[C@H]1[C@@H](C1)C(=O)N[C@H]1CC(OC2=CC=CC=C12)(C)C)=N)CC (1R,2R)-2-[1-(4,4-diethyl-2-imino-6-oxo-hexahydropyrimidin-1-yl)-3-methoxy-butyl]-N-[(4S)-2,2-dimethylchroman-4-yl]cyclopropanecarboxamide